2-(pyrrolidin-3-yl)-6-(4-(trifluoromethoxy)phenyl)-9H-purine N1CC(CC1)C1=NC(=C2N=CNC2=N1)C1=CC=C(C=C1)OC(F)(F)F